C(C)(=O)N1[C@H]([C@@H]([C@H](C2=CC(=CC=C12)C(=O)NCC)NC1=NC=C(C=C1)F)C)C1CC1 (2S,3R,4R)-1-acetyl-2-cyclopropyl-N-ethyl-4-((5-fluoropyridin-2-yl)amino)-3-methyl-1,2,3,4-tetrahydroquinoline-6-carboxamide